pent-4-ynylamide C(CCC#C)[NH-]